ClC=1C=C(C(=NC1)OC)S(=O)(=O)NC1=CC(=C(C=C1)F)C1=CC2=C(N=C(N=C2)NC2COC2)N2C1=NN=C2 5-chloro-N-(4-fluoro-3-(2-(oxetan-3-ylamino)-[1,2,4]triazolo[4',3':1,6]pyrido[2,3-d]pyrimidin-6-yl)phenyl)-2-methoxypyridine-3-sulfonamide